C(C1=CC=CC=C1)OC1=NN(C=C1C1COCC2=C1OC(C1=C2C=CS1)=O)C1OCCCC1 4-(benzyloxy(tetrahydro-2H-pyran-2-yl)-1H-pyrazol-4-yl)-3,4-dihydro-1H,6H-pyrano[4,3-b]thieno[3,2-d]pyran-6-one